((3aS,6aS)-hexahydropyrrolo[3,4-c]pyrrol-2(1H)-yl)methanone hydrochloride Cl.C1N(C[C@H]2[C@H]1CNC2)C=O